BrC=1C=C2C(=NC(=NN2C1)Cl)Cl 6-bromo-2,4-dichloro-pyrrolo[2,1-f][1,2,4]triazine